C1(CC1)C(=S)N1C[C@@H](NCC1)C (S)-cyclopropyl(3-methylpiperazin-1-yl)methanethione